1-methyl-5-phenyl-6-((1-(pyridin-3-yl)ethyl)thio)-1H-pyrazolo[3,4-d]pyrimidin-4(5H)-one CN1N=CC2=C1N=C(N(C2=O)C2=CC=CC=C2)SC(C)C=2C=NC=CC2